aluminum calcium barium silicon [Si].[Ba].[Ca].[Al]